2-chloro-8-(difluoromethyl)-8-methyl-7,8-dihydro-6H-pyrazolo[1,5-a]pyrrolo[2,3-e]pyrimidine ClC1=NN2C(N=CC3=C2C(CN3)(C)C(F)F)=C1